C(C)(C)OC(=O)C1(CC(C1)(OC)OC)C=O 1-formyl-3,3-dimethoxy-cyclobutane-1-carboxylic acid isopropyl ester